7-isopropoxy-N-(1-methyl-2-oxo-1,2-dihydropyridin-3-yl)-2-(1-methyl-2-oxabicyclo[2.2.2]octan-4-yl)imidazo[1,2-a]pyrimidine-6-carboxamide C(C)(C)OC1=NC=2N(C=C1C(=O)NC=1C(N(C=CC1)C)=O)C=C(N2)C21COC(CC2)(CC1)C